ClC=1C=C(C=CC1)C=1C=C2C=C(N=C(C2=CC1)NCC1=C(C=C(C=C1)OC)OC)C 6-(3-chlorophenyl)-N-[(2,4-dimethoxyphenyl)methyl]-3-methylisoquinolin-1-amine